C(C)(C)(C)C1=CC=C(C=C1)[S+]1C2=C(C=C1)C=CC=C2 (4-(t-butyl)phenyl)-1H-benzo[b]thiophen-1-ium